CS(=O)(=O)OC1C[C@@H]2[C@@H](CN(C2)C(=O)OCC2=CC=CC=C2)C1 benzyl (3aR,5r,6aS)-5-((methylsulfonyl)oxy)hexahydrocyclopenta[c]pyrrole-2(1H)-carboxylate